C(CCCCCCCCCCC)C1=CC=C(C=C1)S(=O)(=O)N1[C@@H](CCC1)C(=O)O (S)-(-)-N-(p-dodecylbenzenesulfonyl)proline